N-{[4-(4-methylpyridine-3-sulfonyl)phenyl]methyl}imidazo[1,2-a]pyridine-6-carboxamide CC1=C(C=NC=C1)S(=O)(=O)C1=CC=C(C=C1)CNC(=O)C=1C=CC=2N(C1)C=CN2